Bis-(4-amino-3,5-dimethylcyclohexyl)-methan NC1C(CC(CC1C)CC1CC(C(C(C1)C)N)C)C